(3S,8aS)-3-(4-chlorobenzyl)-7,7-difluorooctahydropyrrolo[1,2-a]pyrazine ClC1=CC=C(C[C@@H]2NC[C@H]3N(C2)CC(C3)(F)F)C=C1